N1=C(C=CC=C1)C(=O)[O-] Picolinate